C(C)C=1C=C2C(=CC=NC2=C(C1)N1CCN(CC1)CCOC)N1C(C2=CC=CC(=C2CC1)C=1C(=NN(C1)C)C(F)(F)F)=O 2-(6-ethyl-8-(4-(2-methoxyethyl)piperazin-1-yl)quinolin-4-yl)-5-(1-methyl-3-(trifluoromethyl)-1H-pyrazol-4-yl)-3,4-dihydroisoquinolin-1(2H)-one